ethaneselenone C(C)=[Se]